C(C)(=O)C1=C(C=C(C=C1)Cl)C=1C(=NN(C(C1)=O)[C@H](C(=O)NC1=CC=C(C(=O)O)C=C1)CC1=CC=CC=C1)OCCO (S)-4-(2-(4-(2-acetyl-5-chlorophenyl)-3-(2-hydroxyethoxy)-6-oxopyridazine-1(6H)-yl)-3-phenylpropanamido)benzoic acid